C(C)(=O)C1=C(C=C(C=C1)CC(=O)[O-])F 4-acetyl-3-fluoro-phenylacetate